C(C)(C)C1=CC=C(C=C1)C(C)(C)O 2-(4-isopropylphenyl)-2-propanol